(6-(Methylcarbamoyl)pyridin-3-yl)boronic acid CNC(=O)C1=CC=C(C=N1)B(O)O